(S)-2-amino-5-(4-(2-(3,5-difluorophenyl)-2-hydroxyacetamido)-2-methylphenyl)nicotinic acid NC1=C(C(=O)O)C=C(C=N1)C1=C(C=C(C=C1)NC([C@@H](O)C1=CC(=CC(=C1)F)F)=O)C